O=C([C@H](CCC)NC(OC(C)(C)C)=O)NCCC1=CC=C(C=C1)C1=CC=C(C=C1)OC(F)(F)F (S)-tert-butyl (1-oxo-1-((2-(4'-(trifluoromethoxy)-[1,1'-biphenyl]-4-yl)ethyl)amino)pentan-2-yl)carbamate